NC1=NC(=C(C=C1C=1C=C2CCNC(C2=C(C1)F)=O)C1=CC(=C(C=C1)N1C[C@H](O[C@H](C1)C)C)CN(C)C)F 6-(2-amino-5-(3-((dimethylamino)methyl)-4-((2R,6S)-2,6-dimethylmorpholino)phenyl)-6-fluoropyridin-3-yl)-8-fluoro-3,4-dihydroisoquinolin-1(2H)-one